BrC1=C(C=C(C=C1Cl)C1(CC1)C1=NOC(=N1)CC(C(=O)O)=C)Cl 2-((3-(1-(4-bromo-3,5-dichlorophenyl)cyclopropyl)-1,2,4-oxadiazol-5-yl)methyl)acrylic acid